S(=O)(=O)(C1=CC=C(C)C=C1)N1C=CC2=C(C=CC=C12)CCCCC(=O)O 5-(1-tosyl-1H-indol-4-yl)pentanoic acid